(2RS,4aSR,9bRS)-2-methyl-4,4a,5,9b-tetrahydroindeno[1,2-d][1,3]dioxazine CN1OC[C@H]2[C@@H](O1)C1=CC=CC=C1C2 |r|